tricyclo-[5.2.1.02,6]decane C12C3CCCC3C(CC1)C2